Cis-(4aS,10bS)-8-(1-(difluoromethyl)-1H-pyrazol-3-yl)-2,3,4,4a,6,10b-hexahydro-1H-isochromeno[4,3-b]pyridine hydrochloride Cl.FC(N1N=C(C=C1)C=1C=CC2=C(C1)CO[C@@H]1[C@H]2NCCC1)F